N1C=NC2=C1C=CC(=C2)N2C(C1=CC=CC=C1C2C2=CC=C(C=C2)Cl)=O 2-(1H-Benzo[d]imidazol-5-yl)-3-(4-chlorophenyl)isoindolin-1-on